N-[4-chloro-3-(2'-cyclopropyl-6-oxo-1,6-dihydro-[4,5'-bipyrimidin]-2-yl)benzyl]isobutyramide ClC1=C(C=C(CNC(C(C)C)=O)C=C1)C=1NC(C=C(N1)C=1C=NC(=NC1)C1CC1)=O